FC1(CCN(CC1)C)C=1N(NNC1)[C@@H]1CC[C@H](CC1)C=1N(C(=NN1)CO)C (5-{trans-4-[4-(4-fluoro-1-methylpiperidin-4-yl)-1H-1,2,3-triazol-3-yl]cyclohexyl}-4-methyl-4H-1,2,4-triazol-3-yl)methanol